[Na].C1(=CC=CC=C1)C1=C(C=CC=C1)[SeH] phenylselenophenol sodium salt